Cl.C(C1=CC=CC=C1)N1CCC(CC1)N1N=CC=C(C1=O)CCC1=CC=CC=C1 2-(1-Benzylpiperidin-4-yl)-4-(2-phenylethyl)-2,3-dihydropyridazin-3-on Hydrochlorid